C(C)(C)(C)C1=CC=2C(=CN=CC2)N1C 2-(tert-butyl)-1-methyl-1H-pyrrolo[2,3-c]pyridine